BrC=1C=CC(=C(C(=O)N)C1)S(N[C@@H]([C@H](C)C1=C(C(=CC=C1F)Br)C)C=1OC(NN1)=O)(=O)=O 5-bromo-2-(N-((1S,2R)-2-(3-bromo-6-fluoro-2-methylphenyl)-1-(5-oxo-4,5-dihydro-1,3,4-oxadiazol-2-yl)propyl)sulfamoyl)benzamide